BrC=1C(=CC=2N(C1)C=CN2)C(=O)OC methyl 6-bromoimidazo[1,2-a]pyridine-7-carboxylate